CN1C(=NC2=C1C=CC=C2)CNC(=O)C2=CC=1C(=NC=CC1C=1C=NC=C(C1)C1=CC=C(C=C1)N1C(CCC1)=O)N2 N-((1-methyl-1H-benzo[d]imidazol-2-yl)methyl)-4-(5-(4-(2-oxopyrrolidin-1-yl)phenyl)pyridin-3-yl)-1H-pyrrolo[2,3-b]pyridine-2-carboxamide